N1(N=CC2=CC=CC=C12)C=1N=CSC1C(=O)N[C@H](C=O)CC1=CC=CC=C1 (S)-4-(1H-INDAZOL-1-YL)-N-(1-OXO-3-PHENYLPROPAN-2-YL)THIAZOLE-5-CARBOXAMIDE